N-[2-[4-(benzyloxymethyl)cyclohexyl]-7-isopropoxy-imidazo[1,2-a]pyridin-6-yl]-6-(trifluoromethyl)pyridine-2-carboxamide C(C1=CC=CC=C1)OCC1CCC(CC1)C=1N=C2N(C=C(C(=C2)OC(C)C)NC(=O)C2=NC(=CC=C2)C(F)(F)F)C1